(R)-4-(6-chloro-1-(2-(trimethylsilyl)ethoxymethyl)-1H-pyrrolo[2,3-b]pyridine-4-yl)-3-methylmorpholine ClC1=CC(=C2C(=N1)N(C=C2)COCC[Si](C)(C)C)N2[C@@H](COCC2)C